propylenoxide C1C(C)O1